5-(3-(3-oxohexahydroimidazo[1,5-a]pyridin-2(3H)-yl)piperidin-1-yl)-3-((4-(piperidin-4-yl)phenyl)amino)pyrazin-2-carboxamide O=C1N(CC2N1CCCC2)C2CN(CCC2)C=2N=C(C(=NC2)C(=O)N)NC2=CC=C(C=C2)C2CCNCC2